CN1CCN(CC1)C1=CC=C(C=C1)NC1=NC2=C(C=CC=C2C=N1)C=1C=C(C=CC1)NC(C#C)=O N-(3-(2-((4-(4-methylpiperazin-1-yl)phenyl)amino)quinazolin-8-yl)phenyl)propynamide